tert-butyl (R)-9-bromo-11-fluoro-10-nitro-12-oxo-1,2,4,4a,5,6-hexahydro-3H,12H-benzo[b]pyrazino[1,2-e][1,5]oxazocine-3-carboxylate BrC=1C(=C(C2=C(OCC[C@H]3N(C2=O)CCN(C3)C(=O)OC(C)(C)C)C1)F)[N+](=O)[O-]